2-(2,5-Difluorophenyl)-2-methylpropanoic acid ethyl ester C(C)OC(C(C)(C)C1=C(C=CC(=C1)F)F)=O